C(C)OC(C=C(C)N(C)C)=O.NC1=NC=NN2C1=C(C=C2[C@@H]2CN(CC2)C(C=C)=O)COC2=CC(=CC(=C2)OC)OC (S)-1-(3-(4-amino-5-((3,5-dimethoxyphenoxy)methyl)pyrrolo[2,1-f][1,2,4]triazin-7-yl)pyrrolidin-1-yl)prop-2-en-1-one ethyl-3-(dimethylamino)-2-butenoate